(S)-1-(2-((dimethylamino)methyl)morpholino)-2-(6-fluoro-1H-indol-3-yl)ethan-1-one CN(C)C[C@@H]1OCCN(C1)C(CC1=CNC2=CC(=CC=C12)F)=O